C(C)OC(=O)C=1C=2N(C3=C(C=CC=C3C1)OC)N=C(N2)C 9-methoxy-2-methyl-[1,2,4]triazolo[1,5-a]quinoline-4-carboxylic acid ethyl ester